1,3,4,4,4-pentafluoro-3-(trifluoromethyl)-1-butene FC=CC(C(F)(F)F)(C(F)(F)F)F